Ethyl 2-[3-[(2-chloro-5-methoxycarbonyl-benzoyl) amino] propionylamino]-4-methyl-thiazole-5-carboxylate ClC1=C(C(=O)NCCC(=O)NC=2SC(=C(N2)C)C(=O)OCC)C=C(C=C1)C(=O)OC